NC1(C(C1)C1CC1)C(=O)NC(C1=CN=CC2=C(C(=CC=C12)F)F)C#N 1-amino-N-[cyano-(7,8-difluoro-4-isoquinolyl)methyl]-2-cyclopropyl-cyclopropanecarboxamide